(R)-1-(2-(3-acetyl-5-(2-methylpyrimidin-5-yl)-1H-indazol-1-yl)acetyl)-N-(6-bromopyridin-2-yl)-3,3-dimethyl-1,3-azasilolidine-5-carboxamide C(C)(=O)C1=NN(C2=CC=C(C=C12)C=1C=NC(=NC1)C)CC(=O)N1C[Si](C[C@H]1C(=O)NC1=NC(=CC=C1)Br)(C)C